N-(5-(1-fluoropropyl)-4-((4-methoxy-1-methyl-5-((S)-2,2,2-trifluoro-1-methoxyethyl)-1H-indazol-3-yl)amino)pyridin-2-yl)cyclopropanecarboxamide FC(CC)C=1C(=CC(=NC1)NC(=O)C1CC1)NC1=NN(C2=CC=C(C(=C12)OC)[C@@H](C(F)(F)F)OC)C